CC1(CN(CCN1)C(=O)NC1=NC(N(C=C1)C1=CC=C(CN2CCC(CC2)NC(OC(C)(C)C)=O)C=C1)=O)C tert-butyl (1-(4-(4-(3,3-dimethylpiperazine-1-carboxamido)-2-oxopyrimidin-1(2H)-yl)benzyl)piperidin-4-yl)carbamate